ClC=1C=C2C(=NC=NC2=CC1)N[C@@H]1C[C@H](CC1)NC(OC(C)(C)C)=O Tert-butyl ((1S,3S)-3-((6-chloroquinazolin-4-yl)amino)cyclopentyl)carbamate